N-(6-cyano-1-(3-methylisoxazol-5-yl)-1H-benzo[d]imidazol-2-yl)-3,3-dimethylbutanamide C(#N)C=1C=CC2=C(N(C(=N2)NC(CC(C)(C)C)=O)C2=CC(=NO2)C)C1